FC1=C(C=C(C(=C1)C1=NC(=CC=C1)OCC=1C=NC(=CC1F)C=1N=NN(C1)C1COC1)F)CC=1N(C2=C(N1)C=CC(=C2)C(=O)OC)C[C@H]2OCC2 Methyl 2-[[2,5-difluoro-4-[6-[[4-fluoro-6-[1-(oxetan-3-yl)triazol-4-yl]-3-pyridyl]methoxy]-2-pyridyl]phenyl]methyl]-3-[[(2S)-oxetan-2-yl]methyl]benzimidazole-5-carboxylate